C(C(=C)C)(=O)OCC(COCCC[Si](O[Si](C)(C)C)(O[Si](C)(C)C)O[Si](C)(C)C)O (3-methacryloxy-2-hydroxypropyloxy)propyltris(trimethylsiloxy)silane